[N+](=O)(O)[O-].C(CCCCCCCCCCC)C=1NC=CN1 dodecyl-imidazole nitrate salt